BrC1=C(C(=O)OC)C=CC(=C1)N1CCN(CC1)CC1=C(CCC(C1)(C)OC)C1=CC=C(C=C1)Cl methyl 2-bromo-4-(4-[[2-(4-chlorophenyl)-5-methoxy-5-methylcyclohex-1-en-1-yl]methyl]piperazin-1-yl)benzoate